COC=1C=C(C=CC1OC)[C@@H](C)NC(/C=C/C1=CNC2=NC=C(C=C21)C2=CC=C(C(=O)N)C=C2)=O (R,E)-4-(3-(3-((1-(3,4-dimethoxyphenyl)ethyl)amino)-3-oxoprop-1-en-1-yl)-1H-pyrrolo[2,3-b]pyridin-5-yl)benzamide